6-(3-(5-isopropoxypyridin-2-yl)-1,2,4-thiadiazol-5-ylamino)-5-methylnicotinonitrile C(C)(C)OC=1C=CC(=NC1)C1=NSC(=N1)NC1=NC=C(C#N)C=C1C